NOC1(O)[C@H](O)[C@@H](O)[C@H](O[C@H]2[C@H](O)[C@@H](O)[C@@H](O)[C@H](O2)CO)[C@H](O1)CO aminooxylactose